2-cyanoimidazo[1,2-a]pyridin C(#N)C=1N=C2N(C=CC=C2)C1